FC1=C2C(NC=NC2=CC(=C1)C=1C=NN(C1)C)=O 5-fluoro-7-(1-methyl-1H-pyrazol-4-yl)quinazolin-4(3H)-one